5-azido-2-hydroxy-3-methylbenzoic acid N(=[N+]=[N-])C=1C=C(C(=C(C(=O)O)C1)O)C